C(C(=O)O)(=O)O.C1NCC12CCN(C2)C(=O)OC(C)(C)C tert-butyl 2,7-diazaspiro[3.4]octane-7-carboxylate oxalate